1-[[3-(azetidin-3-yl)-1-bicyclo[1.1.1]pentanyl]methyl]-4-(trifluoromethyl)pyrazole N1CC(C1)C12CC(C1)(C2)CN2N=CC(=C2)C(F)(F)F